ClC=1C=C(C=NC1N1N=CC=N1)NC(=O)C=1C=NN(C1C(F)(F)F)C1=CN(C(C2=CC=CC=C12)=O)C N-(5-chloro-6-(2H-1,2,3-triazol-2-yl)pyridin-3-yl)-1-(2-methyl-1-oxo-1,2-dihydroisoquinolin-4-yl)-5-(trifluoromethyl)-1H-pyrazole-4-carboxamide